(E)-5-(5-(benzylamino)pent-1-en-1-yl)-3-isopropyl-2-(8-methyl-[1,2,4]triazolo[1,5-a]pyridin-6-yl)-1H-indole-1-carboxylic acid tert-butyl ester C(C)(C)(C)OC(=O)N1C(=C(C2=CC(=CC=C12)\C=C\CCCNCC1=CC=CC=C1)C(C)C)C=1C=C(C=2N(C1)N=CN2)C